4-[4-[[2-[2-[tertbutoxycarbonyl-(cyclopropylmethyl)amino]-4-pyridyl]oxazole-4-carbonyl]amino]-3-(difluoromethyl)pyrazol-1-yl]cyclohexanecarboxylic acid C(C)(C)(C)OC(=O)N(C1=NC=CC(=C1)C=1OC=C(N1)C(=O)NC=1C(=NN(C1)C1CCC(CC1)C(=O)O)C(F)F)CC1CC1